C(C)(C)(C)OC(=O)N1CC=2NC(=NC2C1)C1=NN(C2=CC=C(C=C12)O[Si](C)(C)C(C)(C)C)C1OCCCC1 2-(5-((tert-butyldimethylsilyl)oxy)-1-(tetrahydro-2H-pyran-2-yl)-1H-indazol-3-yl)-4,6-dihydropyrrolo[3,4-d]imidazole-5(1H)-carboxylic acid tert-butyl ester